C1(CCCCC1)C1=CC=C(C=C1)C1=CC=C(C=C1)N(C1=CC=2C3(C4=CC=CC=C4C2C=C1)CCCCC3)C3=CC=C(C=C3)C3CCCCC3 N-[(4'-cyclohexyl)biphenyl-4-yl]-N-(4-cyclohexylphenyl)-N-(spiro[cyclohexane-1,9'-[9H]-fluoren]-2'-yl)amine